BrC1=C(C=C(CNC(=O)C2NCCN(C2)C=2C=3C(N=CN2)=NN(C3)C3=CC=C(C=C3)C)C=C1)Cl N-(4-bromo-3-chlorobenzyl)-4-(2-(p-tolyl)-2H-pyrazolo[3,4-d]pyrimidin-4-yl)piperazine-2-carboxamide